N-hydroxy-m-cyanobenzimidoyl chloride ON=C(C1=CC(=CC=C1)C#N)Cl